4-(methanesulfonyl)-1-(benzenesulfonyl)-1H-indol-7-amine CS(=O)(=O)C1=C2C=CN(C2=C(C=C1)N)S(=O)(=O)C1=CC=CC=C1